C1(=CC=C(C=C1)C1=CC=CC=2C3=C(SC21)C(=CC=C3)C=3C=C(C=C(C3)C3=CC=CC=C3)C3=NC(=NC(=N3)C3=CC=CC=C3)C3=CC=CC=C3)C3=CC=CC=C3 2-{5-(6-(1,1'-biphenyl-4-yl)-dibenzothiophene-4-yl)-1,1'-biphenyl-3-yl}-4,6-diphenyl-1,3,5-triazine